C1(=CC=CC=C1)C(C(=O)N[C@@H](CS)C(=O)O)(C)C N-(2-phenyl-2-methyl-1-oxopropyl)-cysteine